octyl-tri-methoxy-silane C(CCCCCCC)[Si](OC)(OC)OC